ClC1=CC(=C(C=C1)S(=O)(=O)N1CCC(CC1)(C(=O)O)F)C1=CC(=CC=C1)OC 1-[4-chloro-2-(3-methoxyphenyl)phenyl]sulfonyl-4-fluoro-piperidine-4-carboxylic acid